C1(CCC1)CN(C1=NC(=NC2=CC=CC=C12)NN)C1=CC=CC=C1 N-(cyclobutylmethyl)-2-hydrazinyl-N-Phenylquinazolin-4-amine